4-aminodithiobenzoate NC1=CC=C(C(=S)[S-])C=C1